Disodium 2-ethylthio-5'-inosinate C(C)SC=1N=C(C=2N=CN([C@H]3[C@H](O)[C@H](O)[C@@H](C(O)C(=O)[O-])O3)C2N1)O.[Na+].[Na+].C(C)SC=1N=C(C=2N=CN([C@H]3[C@H](O)[C@H](O)[C@@H](C(O)C(=O)[O-])O3)C2N1)O